N-((10H-phenoxazin-3-yl)methyl)-4-(dimethylamino)-N-hydroxybutyramide C1=CC(=CC=2OC3=CC=CC=C3NC12)CN(C(CCCN(C)C)=O)O